CNC1=C(C(=O)O)C=C(C=C1Cl)Cl 2-methylamino-3,5-Dichlorobenzoic acid